CN1C(CCC1)C=1C=NC=CC1 1-methyl-2-(3-pyridyl)pyrrolidine